The molecule is an N-alkylpiperazine carrying (4-chlorophenyl)(phenyl)methyl and 4-tert-butylbenzyl groups. It has a role as an antiemetic, a cholinergic antagonist, a histamine antagonist, a local anaesthetic and a central nervous system depressant. It is a N-alkylpiperazine and a member of monochlorobenzenes. It is a conjugate base of a buclizine(2+). CC(C)(C)C1=CC=C(C=C1)CN2CCN(CC2)C(C3=CC=CC=C3)C4=CC=C(C=C4)Cl